4-amino-3-methoxyphenyl-boronate NC1=C(C=C(C=C1)B([O-])[O-])OC